3-(5-methoxy-1H-indole-3-yl)-1-(1-methyl-1H-imidazole-2-yl)-3-phenylpropan COC=1C=C2C(=CNC2=CC1)C(CCC=1N(C=CN1)C)C1=CC=CC=C1